(2S)-N-[(1S)-1-(2-Amino-2-oxo-ethyl)prop-2-ynyl]-1-[1-[4-(trifluoromethoxy)phenyl]-cyclopropanecarbonyl]azetidine-2-carboxamide NC(C[C@@H](C#C)NC(=O)[C@H]1N(CC1)C(=O)C1(CC1)C1=CC=C(C=C1)OC(F)(F)F)=O